6-(4-[3-[(2R,3R)-3-Methoxy-2-[[6-oxo-5-(trifluoromethyl)-1,6-dihydropyridazin-4-yl]amino]butoxy]propanoyl]piperazin-1-yl)pyridine-3-carbonitrile CO[C@@H]([C@@H](COCCC(=O)N1CCN(CC1)C1=CC=C(C=N1)C#N)NC=1C=NNC(C1C(F)(F)F)=O)C